O=C1N(CCC(N1)=O)C1=NN(C2=CC(=CC=C12)N1C(CN(CC1)CC1CN(CCC1)C(=O)OC(C)(C)C)C)C tert-butyl 3-({4-[3-(2,4-dioxo-1,3-diazinan-1-yl)-1-methylindazol-6-yl]-3-methylpiperazin-1-yl}methyl)piperidine-1-carboxylate